N-{(6R)-2-[4-(2,6-difluorophenyl)-5-fluoro-6-methyl-1,2-benzoxazol-3-yl]-7,7-difluoro-3-oxo-2,5,6,7-tetrahydro-3H-pyrrolo[1,2-c]imidazol-6-yl}ethanesulfonamide FC1=C(C(=CC=C1)F)C1=C(C(=CC2=C1C(=NO2)N2C(N1C(=C2)C([C@@H](C1)NS(=O)(=O)CC)(F)F)=O)C)F